C(C)(C)C1=C(NC2=CC=C(C=C12)C1CCN(CC1)CC(=O)NC)C=1C=C2C=CC=NC2=C(C1)C 2-(4-(3-isopropyl-2-(8-methylquinolin-6-yl)-1H-indol-5-yl)piperidin-1-yl)-N-methylacetamide